1-(4-{2-[1-(2-Ethoxy-ethyl)-1H-pyrazol-4-ylamino]-thiazol-4-yl}-3-methoxy-phenyl)-imidazolidin-2-one C(C)OCCN1N=CC(=C1)NC=1SC=C(N1)C1=C(C=C(C=C1)N1C(NCC1)=O)OC